(R)-6-(4-Fluorophenyl)-2,8-dimethoxy-N-(1-(2-(trifluoromethyl)pyrimidin-5-yl)ethyl)quinazolin-4-amine FC1=CC=C(C=C1)C=1C=C2C(=NC(=NC2=C(C1)OC)OC)N[C@H](C)C=1C=NC(=NC1)C(F)(F)F